COCCN1C(N(C2=CC=C(C=C2C1=O)NC(=O)NC1=CC(=CC=C1)OC)CCN1CCCCC1)=O 1-(3-(2-Methoxyethyl)-2,4-dioxo-1-(2-(piperidin-1-yl)ethyl)-1,2,3,4-tetrahydroquinazolin-6-yl)-3-(3-methoxyphenyl)urea